Pyrazoleamine N1N=C(C=C1)N